CC1CN(CCS1)C(=O)NC1=CC=CC=C1 2-Methyl-N-phenyl-thiomorpholine-4-carboxamide